FC1=C(C=C(C=C1)S(=O)(=O)N1CC(OCC1)C1=C(SC2=C1C=CC=C2)C(=O)NC(C)C)C [4-(4-Fluoro-3-methyl-phenyl)-sulfonylmorpholin-2-yl]-N-isopropyl-benzothiophen-2-carboxamid